1,2,3-tris(isocyanatoethylthio)propane N(=C=O)CCSCC(CSCCN=C=O)SCCN=C=O